2-(4-ethoxyphenyl)-2-((R)-3-(4-(5,6,7,8-tetrahydro-1,8-naphthyridin-2-yl)butoxy)pyrrolidin-1-yl)acetic acid C(C)OC1=CC=C(C=C1)C(C(=O)O)N1C[C@@H](CC1)OCCCCC1=NC=2NCCCC2C=C1